N-(4-((6-((1s,3s)-3-cyanocyclobutoxy)-2-(1,1-difluoroethyl)pyrimidin-4-yl)amino)-5-ethoxypyridin-2-yl)acetamide C(#N)C1CC(C1)OC1=CC(=NC(=N1)C(C)(F)F)NC1=CC(=NC=C1OCC)NC(C)=O